N-[(1r,4r)-4-[6-methyl-2-(methylsulfanyl)-7-oxo-5-[2-(triisopropylsilyl)ethynyl]pyrido[2,3-d]pyrimidin-8-yl]cyclohexyl]acetamide CC1=C(C2=C(N=C(N=C2)SC)N(C1=O)C1CCC(CC1)NC(C)=O)C#C[Si](C(C)C)(C(C)C)C(C)C